(R)-9-triisopropylsiloxy-6,7,8,9-tetrahydro-5H-cyclohepta[b]pyridine C(C)(C)[Si](O[C@@H]1CCCCC=2C1=NC=CC2)(C(C)C)C(C)C